(4-(1-(5-butyl-2-hydroxyphenyl)ethyl)phenyl)diisooctylphosphine oxide C(CCC)C=1C=CC(=C(C1)C(C)C1=CC=C(C=C1)P(CCCCCC(C)C)(CCCCCC(C)C)=O)O